C(C)(C)N1N=CC(=C1)NC(N)=O 3-(1-isopropyl-1H-pyrazol-4-yl)urea